BrC1=CN=C2C3=C(C(NC2=C1C)=O)CCC3 3-bromo-4-methyl-5,7,8,9-tetrahydro-6H-cyclopenta[c][1,5]naphthyridin-6-one